4,4'-Bis(hydroxymethyl)-2,2'-bipyridine OCC1=CC(=NC=C1)C1=NC=CC(=C1)CO